2-bromo-9-(methylthio)-7,7-dipropyl-7H-benzo[c]fluoren-5-ol BrC1=CC2=C(C(=CC=3C(C=4C=C(C=CC4C23)SC)(CCC)CCC)O)C=C1